3-(5-ethynyl-3,3-dimethyl-3,4-dihydroisoquinolin-1-yl)quinoline Tert-butyl-(2S,6R)-4-(2,3-dihydro-1H-pyrrolo[2,3-b]pyridin-4-yl)-2,6-dimethylpiperazine-1-carboxylate C(C)(C)(C)OC(=O)N1[C@H](CN(C[C@H]1C)C1=C2C(=NC=C1)NCC2)C.C(#C)C2=C1CC(N=C(C1=CC=C2)C=2C=NC1=CC=CC=C1C2)(C)C